ClC=1C=C(C=CC1C=1N(C2=NC=NC(=C2N1)OC1(CC1)C)CC1=NC=CC(=C1)C)CCN(C)C 2-(3-chloro-4-(6-(1-methylcyclopropoxy)-9-((4-methylpyridin-2-yl)methyl)-9H-purin-8-yl)phenyl)-N,N-dimethylethan-1-amine